C(C)(C)OC1=NC=2N(C=C1C(=O)O)C=C(N2)C21COC(CC2)(C1)COC 7-isopropoxy-2-(1-(methoxymethyl)-2-oxabicyclo[2.2.1]heptan-4-yl)imidazo[1,2-a]pyrimidine-6-carboxylic acid